5-((7-(chroman-8-yl)-8-fluoro-3-iodo-2-((S)-1-((S)-1-methylpyrrolidin-2-yl)ethoxy)-1,6-naphthyridin-4-yl)amino)-2-azabicyclo[2.1.1]hexane-2-carboxylate O1CCCC2=CC=CC(=C12)C1=NC=C2C(=C(C(=NC2=C1F)O[C@@H](C)[C@H]1N(CCC1)C)I)NC1C2CN(C1C2)C(=O)[O-]